CCCCCCCCC1=CC=C(C=C1)CCC(CO)(CO)N.Cl The molecule is the hydrochloride salt of 2-amino-2-[2-(4-octylphenyl) ethyl]-1,3-propanediol (fingolimod). It has a role as a sphingosine-1-phosphate receptor agonist, an immunosuppressive agent and a prodrug. It is a hydrochloride and an organic salt. It contains a fingolimod(1+).